1-methyl-3-oxopyrazolo[4,3-b]pyridine-2-carboxylate CN1N(C(C2=NC=CC=C21)=O)C(=O)[O-]